BrC=1C(=C(C=CC1)[C@@H](C)NC(OC(C)(C)C)=O)C tert-butyl (R)-(1-(3-bromo-2-methylphenyl)ethyl)carbamate